2-(2,3-Dihydro-[1,4]dioxino[2,3-b]pyridin-2-ylmethoxy)-9-(3-hydroxy-3-methyl-but-1-ynyl)-6,7-dihydro-pyrimido[6,1-a]isoquinolin-4-one O1C(COC2=NC=CC=C21)COC2=NC(N1C(C3=CC=C(C=C3CC1)C#CC(C)(C)O)=C2)=O